(S)-3-cyclopropyl-2-(3-(2-(3-fluoroazetidin-1-yl)ethyl)-4-methyl-6-oxopyridazin-1(6H)-yl)propanoic acid methyl ester COC([C@H](CC1CC1)N1N=C(C(=CC1=O)C)CCN1CC(C1)F)=O